C/C(/CC(=O)O)=C(\CC(=O)O)/C (E)-3,4-dimethylhex-3-enedioic acid